COC1=C(OC2=CC=NC3=CC(=C(C=C23)OC)OC)C=CC=C1OC 4-(2,3-Dimethoxy-phenoxy)-6,7-dimethoxy-quinoline